N1(CCCCC1)CC1=CC=C(O1)\C(\C(\C)=N\NC(NCC)=S)=N\NC(NCC)=S (2E,2'E)-2,2'-(1-(5-(piperidin-1-ylmethyl)furan-2-yl)propane-1,2-diylidene)bis(N-ethylhydrazine-1-carbothioamide)